ClC=1C=C(C=CC1Cl)C(CN(C)C)NS(=O)(=O)C1=CC=C(C=C1)NC1=CC=CC=C1 N-(1-(3,4-dichlorophenyl)-2-(dimethylamino)ethyl)-4-(phenylamino)benzenesulfonamide